3-(5-(4-amino-5-(3-fluoro-4-((4-methylpyrimidin-2-yl)oxy)phenyl)-7H-pyrrolo[2,3-d]pyrimidin-6-yl)-2-ethynylpyridin-4-yl)propan-1-ol NC=1C2=C(N=CN1)NC(=C2C2=CC(=C(C=C2)OC2=NC=CC(=N2)C)F)C=2C(=CC(=NC2)C#C)CCCO